(S)-7-bromo-4-(cyclopropylethynyl)-4-(1,1-difluoroethyl)-6-fluoro-3-methyl-3,4-dihydroquinazolin-2(1H)-one BrC1=C(C=C2[C@](N(C(NC2=C1)=O)C)(C(C)(F)F)C#CC1CC1)F